FC1=CC=C(C=C1)C(C(=O)N[C@H](C(=O)N[C@H](CCC(=O)OCC)C(=O)OCC)C(C)(C)C)(C)C Diethyl ((S)-2-(2-(4-fluorophenyl)-2-methylpropanamido)-3,3-dimethylbutanoyl)-D-glutamate